CC(C)C1=C(C2=C(S1)CCC2)NC(N)=O 3-[2-(propan-2-yl)-4H,5H,6H-cyclopenta[b]thiophen-3-yl]urea